7-((2-Methyl-4-(4-methylpiperidin-1-yl)phenyl)amino)-2H-pyrido[3,2-b][1,4]oxazin-3(4H)-one CC1=C(C=CC(=C1)N1CCC(CC1)C)NC1=CC=2OCC(NC2N=C1)=O